tert-butyl 7-(4-(4-(ethoxycarbonyl)-1H-pyrazol-1-yl)-3-methylphenoxy)-2-azaspiro[3.5]nonane-2-carboxylate C(C)OC(=O)C=1C=NN(C1)C1=C(C=C(OC2CCC3(CN(C3)C(=O)OC(C)(C)C)CC2)C=C1)C